C(C)(=O)[O-].C(C)(=O)[O-].C(C)(=O)[O-].C(C)(=O)[O-].[Si+4].C(C)OCCOCCCCC 5-(2-ethoxyethoxy)pentane silicon tetraacetate